N-(1-(4-(2-(2-Aminopyridin-3-yl)-5-phenyl-3H-imidazo[4,5-b]pyridin-3-yl)benzyl)azetidin-3-yl)-4-formyl-3-hydroxybenzamide NC1=NC=CC=C1C1=NC=2C(=NC(=CC2)C2=CC=CC=C2)N1C1=CC=C(CN2CC(C2)NC(C2=CC(=C(C=C2)C=O)O)=O)C=C1